CN1CCN(CC1)CC=1C=C(C#N)C=CC1 3-((4-methylpiperazin-1-yl)methyl)benzonitrile